NCCCCCC(=O)OC12CC3(CC(CC(C1)C3)C2)OC(CCCCCN)=O 1,3-di(6-aminocaprooxy)adamantane